1,3-Dimethyl-8-(((4-oxo-3-phenethyl-3,4-dihydropteridin-2-yl)thio)methyl)-3,9-dihydro-1H-purine-2,6-dione CN1C(N(C=2NC(=NC2C1=O)CSC1=NC2=NC=CN=C2C(N1CCC1=CC=CC=C1)=O)C)=O